1-methoxy-4-[(1E)-1-propen-1-yl]benzene COC1=CC=C(C=C1)\C=C\C